N-(5-bromo-2-chlorophenyl)-2-(1-methyl-1H-pyrazol-4-yl)thiazole-4-carboxamide BrC=1C=CC(=C(C1)NC(=O)C=1N=C(SC1)C=1C=NN(C1)C)Cl